(1R,2R)-2-fluoro-N-(3-(6-((S,Z)-1-hydroxybut-2-en-1-yl-1-d)-4-methylpyridin-3-yl)-1-methyl-2-oxo-1,2-dihydro-1,6-naphthyridin-7-yl)cyclopropane-1-carboxamide F[C@H]1[C@H](C1)C(=O)NC1=NC=C2C=C(C(N(C2=C1)C)=O)C=1C=NC(=CC1C)[C@@](\C=C/C)([2H])O